(10R,11S,12S)-12-Hydroxy-6,6,10,11-tetramethyl-4-propyl-11,12-dihydro-2H,6H,10H-benzo(1,2-b:3,4-b':5,6-b'')tripyran-2-one O[C@@H]1C2=C(O[C@@H]([C@H]1C)C)C1=C(OC(C=C1)(C)C)C1=C2OC(C=C1CCC)=O